5-(2-{5-[(3R,5R)-3-amino-5-fluoropiperidine-1-carbonyl]-7-methoxy-1-methyl-1H-1,3-benzodiazol-2-yl}-1-(cyclopropylmethyl)-1H-indol-6-yl)-1,2-dihydropyridin-2-one N[C@H]1CN(C[C@@H](C1)F)C(=O)C1=CC2=C(N(C(=N2)C=2N(C3=CC(=CC=C3C2)C=2C=CC(NC2)=O)CC2CC2)C)C(=C1)OC